C(C)(C)(C)C=1C=CC(=C(N)C1)OC 5-tertiary butyl-2-methoxyaniline